oxiranecarboxylate O1C(C1)C(=O)[O-]